ClC1=CC=C(CN2C[C@@H](CCC2)C2=CC=NC=3N2N=C(C3CNC[C@@H]3COCC3)C)C=C1 1-(7-((R)-1-(4-chlorobenzyl)piperidin-3-yl)-2-methylpyrazolo[1,5-a]pyrimidin-3-yl)-N-(((R)-tetrahydrofuran-3-yl)methyl)methylamine